ClC1=NC=CC=C1N(C(=O)N)C1CCNCC1 4-(1-(2-chloropyridin-3-yl)ureido)piperidine